C(C)OC(=O)C=1N=C(N(C(C1OC)=O)C)C(C(C1=CC=CC=C1)C1=C(C=CC=C1)Cl)C 2-[1-(2-chlorophenyl)-1-phenylpropan-2-yl]-5-methoxy-1-methyl-6-oxopyrimidine-4-carboxylic acid ethyl ester